COC=1C=C(C=CC1OC)C=1N=C(SC1)NC(C(C1=CC=C(C=C1)S(=O)(=O)CC)OC1=CC=C(C=C1)C#N)=O N-[4-(3,4-dimethoxyphenyl)(1,3-thiazol-2-yl)]-2-(4-cyanophenoxy)-2-[4-(ethylsulfonyl)phenyl]acetamide